The molecule is a sesquiterpene lactone obtained by formal condensation of one of the carboxy groups of oxalic acid with the 15-hydroxy group of 11beta,13-dihydro-8-deoxylactucin. Found in chicory. It has a role as a plant metabolite. It is an azulenofuran, a cyclic terpene ketone, an enone, an oxo monocarboxylic acid and a sesquiterpene lactone. It derives from an oxalic acid. C[C@H]1[C@@H]2CCC(=C3[C@@H]([C@H]2OC1=O)C(=CC3=O)COC(=O)C(=O)O)C